tert-butyl 3-((6-aminopyridin-3-yl)(tert-butoxycarbonyl)amino)piperidine-1-carboxylate NC1=CC=C(C=N1)N(C1CN(CCC1)C(=O)OC(C)(C)C)C(=O)OC(C)(C)C